(1S,2S)-N-(6-(5-chloro-6-fluoro-7-(1-hydroxyethyl)-1H-indazol-4-yl)imidazo[1,2-a]pyridin-2-yl)-2-fluorocyclopropane-1-carboxamide ClC=1C(=C2C=NNC2=C(C1F)C(C)O)C=1C=CC=2N(C1)C=C(N2)NC(=O)[C@H]2[C@H](C2)F